C(#N)C1CN(C1)C=1OC2=C(C=C(C=C2C(C1)=O)C)[C@@H](C)NC1=C(C(=O)O)C=CC=C1 (R)-2-((1-(2-(3-cyanoazetidin-1-yl)-6-methyl-4-oxo-4H-chromen-8-yl)ethyl)amino)benzoic acid